COCC(C)N(C=1SC=C(C1)NC)C N-(1-methoxypropan-2-yl)-2,4-dimethylaminothiophene